5-bromo-2-(bromomethyl)-4-fluorobenzoic acid methyl ester COC(C1=C(C=C(C(=C1)Br)F)CBr)=O